(R)-4-(1-(3-(difluoromethyl)-2-fluorophenyl)ethylamino)-N,N-diisopropyl-2-methyl-7-oxo-7,8-dihydropyrido[2,3-d]pyrimidine-6-carboxamide FC(C=1C(=C(C=CC1)[C@@H](C)NC=1C2=C(N=C(N1)C)NC(C(=C2)C(=O)N(C(C)C)C(C)C)=O)F)F